C(=O)(O)CCCCCCCO[C@]1(O[C@H]([C@@H]([C@H](C1)O)NC(CO)=O)[C@@H]([C@@H](CNC(CC1=CC=C(C=C1)Cl)=O)O)O)C(=O)O (2R,4S,5R,6R)-2-((7-carboxyheptyl)oxy)-6-((1R,2R)-3-(2-(4-chlorophenyl)acetamido)-1,2-dihydroxypropyl)-4-hydroxy-5-(2-hydroxyacetamido)tetrahydro-2H-pyran-2-carboxylic acid